4-(1-(2',5'-dimethoxy-[1,1'-biphenyl]-4-yl)-1H-1,2,3-triazol-4-yl)picolinic acid COC1=C(C=C(C=C1)OC)C1=CC=C(C=C1)N1N=NC(=C1)C1=CC(=NC=C1)C(=O)O